3-fluoro-5-(4,4,5,5-tetramethyl-1,3,2-dioxaborolan-2-yl)-4-(trifluoromethylsulfanyl)phenol FC=1C=C(C=C(C1SC(F)(F)F)B1OC(C(O1)(C)C)(C)C)O